The molecule is a trisaccharide that is beta-D-galactopyranose in which the hydroxy groups at positions 2 and 3 have been converted into the corresponding beta-D-glucopyranosyl and beta-D-mannopyranosyl derivatives, respectively. It derives from a beta-D-Glcp-(1->2)-beta-D-Galp. C([C@@H]1[C@@H]([C@@H]([C@H]([C@@H](O1)O)O[C@H]2[C@@H]([C@H]([C@@H]([C@H](O2)CO)O)O)O)O[C@H]3[C@H]([C@H]([C@@H]([C@H](O3)CO)O)O)O)O)O